5-(3-chloro-4-fluorophenyl)-4-(2-methoxyethoxy)-N-(4-((4-methylpiperazin-1-yl)methyl)phenyl)-7H-pyrrolo[2,3-d]pyrimidin-2-amine ClC=1C=C(C=CC1F)C1=CNC=2N=C(N=C(C21)OCCOC)NC2=CC=C(C=C2)CN2CCN(CC2)C